N,N-diisopropylethylamine HBr salt Br.C(C)(C)N(C(C)C)CC